(R)-4-isopropyl-2-oxazolidinone C(C)(C)[C@H]1NC(OC1)=O